(S)-7-isopropoxy-1-((5-oxopyrrolidin-2-yl)methoxy)-4-(1-((tetrahydro-2H-pyran-4-yl)methyl)-1H-pyrazol-4-yl)isoquinoline-6-carboxamide C(C)(C)OC1=C(C=C2C(=CN=C(C2=C1)OC[C@H]1NC(CC1)=O)C=1C=NN(C1)CC1CCOCC1)C(=O)N